[Si](C1=CC=CC=C1)(C1=CC=CC=C1)(C(C)(C)C)OC1=C(C(=C(C(=O)OCC2=CC=CC=C2)C(=C1)C)C)C benzyl 4-((tert-butyldiphenylsilyl)oxy)-2,3,6-trimethylbenzoate